OCCOC1=C(C2=CC=CC=C2C=C1)C1=C(C=CC2=CC=CC=C12)O 2,2'-dihydroxyethoxy-1,1'-binaphthyl